C(C)(=O)N1CCC(CC1)COC=1C=C(C=CC1NS(=O)(=O)CC)C1=NNC(=C1C(=O)N)NC1=NC=CN=C1 3-(3-((1-acetylpiperidin-4-yl)methoxy)-4-(ethylsulfonamido)phenyl)-5-(pyrazin-2-ylamino)-1H-pyrazole-4-carboxamide